1,2-Di-oleoylcarbamoyl-3-dimethylaminopropane C(CCCCCCC\C=C/CCCCCCCC)(=O)C(C(CN(C)C)C(CCCCCCC\C=C/CCCCCCCC)=O)C(N)=O